BrC=1C=CC(=NC1)C1=CC(=C(C2=CC=CC=C12)O)C(=O)N(C)C 4-(5-bromopyridin-2-yl)-1-hydroxy-N,N-dimethyl-2-naphthamide